METHYLSULFONYLUREA CS(=O)(=O)NC(=O)N